C(C)N(C(=O)C=1C=C(C=CC1)B(O)O)CC (3-(diethylcarbamoyl)phenyl)boronic acid